tert-butyl 3-((2-ethyl-4-((3-iodoimidazo[1,2-a]pyrazin-8-yl)amino)benzamido)methyl)pyrrolidine-1-carboxylate C(C)C1=C(C(=O)NCC2CN(CC2)C(=O)OC(C)(C)C)C=CC(=C1)NC=1C=2N(C=CN1)C(=CN2)I